4-(8,11-di-tert-butylperylene-3-yl)-4-oxobutanoic acid C(C)(C)(C)C=1C=C2C3=CC=CC4=C(C=CC(C=5C=C(C=C(C1)C25)C(C)(C)C)=C43)C(CCC(=O)O)=O